FC1=C(C=C(C=C1)NC(=O)C=1C=C(N2CCCCC12)C(C(=O)NC(C(C)C)C1=NC(=NO1)C)=O)C N-(4-fluoro-3-methylphenyl)-3-(2-((2-methyl-1-(3-methyl-1,2,4-oxadiazol-5-yl)propyl)amino)-2-oxoacetyl)-5,6,7,8-tetrahydroindolizine-1-carboxamide